FC1=C(C=C(C=C1)C(F)(F)F)NC(=O)NC1=CC=C(C=C1)OC1=CC=C(C=C1)C=O 2-Fluoro-5-(trifluoromethyl)phenyl-3-(4-(4-formylphenoxy)phenyl)urea